The molecule is a secondary carboxamide resulting from the formal condensation of the amino group of 2,6-dimethylaniline with the carboxy group of (tetrahydro-1H-pyrrolizin-7a(5H)-yl)acetic acid. It is a sodium channel blocker which is used as an antiarrhythmic drug for the management of atrial tachyarrhythmias in Japan. It has a role as an anti-arrhythmia drug and a sodium channel blocker. It is a secondary carboxamide and an organic heterobicyclic compound. CC1=C(C(=CC=C1)C)NC(=O)CC23CCCN2CCC3